N5,N11-bis(2,4,6-trimethylphenyl)-N5,N11-bis(9,9-dimethyl-9H-fluoren-2-yl)-dinaphtho[1,2-d:1',2'-d']Benzo[1,2-b:5,4-b']Difuran-5,11-diamine CC1=C(C(=CC(=C1)C)C)N(C1=CC2=C(C3=C(O2)C=C2OC4=C(C2=C3)C3=CC=CC=C3C(=C4)N(C4=CC=3C(C2=CC=CC=C2C3C=C4)(C)C)C4=C(C=C(C=C4C)C)C)C=4C=CC=CC14)C1=CC=4C(C3=CC=CC=C3C4C=C1)(C)C